5-(4,6-dichloro-5-hydroxypicolinamido)-N-methyl-N-(2-(trifluoromethyl)benzyl)thiazole-4-carboxamide ClC1=CC(=NC(=C1O)Cl)C(=O)NC1=C(N=CS1)C(=O)N(CC1=C(C=CC=C1)C(F)(F)F)C